FC=1C(=C(C(=O)C=2CN(CCC2)C(=O)OC(C)(C)C)C=CC1)[N+](=O)[O-] tert-Butyl 3-(3-fluoro-2-nitrobenzoyl)-5,6-dihydro-2H-pyridine-1-carboxylate